C[C@H]1[C@@H](CCCC1)NC(=O)OC(C(=O)OC(C)C)CC1=NC=CC=N1 Propan-2-yl 2-{[(trans-2-methylcyclohexyl)carbamoyl]oxy}-3-(pyrimidin-2-yl)propanoate